dibutyltin di(isooctylmercaptoacetate) C(CCCCC(C)C)SCC(=O)[O-].C(CCCCC(C)C)SCC(=O)[O-].C(CCC)[Sn+2]CCCC